3-amino-5-oxo-furane HCl salt Cl.NC=1COC(C1)=O